NC1CC2CCC(C1)N2C2=NC(=C1C(=N2)NN=C1C1=C(C(=CC=C1)Cl)Cl)C#N 6-(Endo-3-amino-8-azabicyclo[3.2.1]oct-8-yl)-3-(2,3-dichlorophenyl)-1H-pyrazolo[3,4-d]pyrimidine-4-carbonitrile